Exo-5-Norbornenecarboxylic acid C1[C@H]2C[C@H]([C@@H]1C=C2)C(=O)O